P([O-])(=O)(N)N phosphorodiamidate